C(C=C)(=O)N1[C@@H](CCC1)C1=NC(=C2N1C(=CN=C2)C)C2=CC=C(C(=O)NC1=NC=CC=C1)C=C2 (S)-4-(3-(1-acryloylpyrrolidin-2-yl)-5-methylimidazo[1,5-a]pyrazin-1-yl)-N-(pyridin-2-yl)benzamide